NC12CC3(CC(CC(C1)C3)C2)NC(OCCCCCCC)=O Heptyl (3-aminoadamantan-1-yl)carbamate